C(C)(=O)NC1(CC(C(C=C1)C=CC1=CC=CC=C1)(S(=O)(=O)O)S(=O)(=O)O)N=C=S 4-acetamido-4-isothiocyanatostilbene-2,2-disulfonic acid